5-fluorobenzenesulfonamide hydrochloride Cl.FC=1C=CC=C(C1)S(=O)(=O)N